bicycloheptanedimethanamine C1(C(CCCCC1)CN)(C1CCCCCC1)CN